2-methyl-p-hydroxycinnamic acid CC1=C(C=CC(=O)O)C=CC(=C1)O